6-(4-chlorophenyl)-2-(3-fluorophenyl)-N-[1-(hydroxymethyl)cyclobutyl]-3-oxo-2,3-dihydropyridazine-4-carboxamide ClC1=CC=C(C=C1)C=1C=C(C(N(N1)C1=CC(=CC=C1)F)=O)C(=O)NC1(CCC1)CO